FC1=NC=CC(=C1)C1(CCC1)O 1-(2-fluoropyridin-4-yl)cyclobutan-1-ol